COC(=O)[C@]12C3=CC=CC=C3[C@](CC1)(O2)C (1R,8S)-8-Methyl-11-oxatricyclo[6.2.1.02,7]undeca-2,4,6-triene-1-carboxylic acid methyl ester